6-(7,8-dihydro-5H-1,6-naphthyridin-6-yl)-5-methyl-N-[(2-methylthiazol-5-yl)methyl]pyridine-3-carboxamide N1=CC=CC=2CN(CCC12)C1=C(C=C(C=N1)C(=O)NCC1=CN=C(S1)C)C